N-((3S,4R)-4-((5-((cyclopropylmethyl)amino)-7-(2,6-dichloro-3,5-dimethoxyphenyl)-2,6-naphthyridin-3-yl)amino)-1-methylpyrrolidin-3-yl)acrylamide C1(CC1)CNC1=C2C=C(N=CC2=CC(=N1)C1=C(C(=CC(=C1Cl)OC)OC)Cl)N[C@H]1[C@H](CN(C1)C)NC(C=C)=O